3,5-difluoro-4'-propylbiphenyl FC=1C=C(C=C(C1)F)C1=CC=C(C=C1)CCC